ClC1=NC=NC=C1C1(CC1)C(=O)N[C@H](C(=O)O)CCN(CCCCC1=NC=2NCCCC2C=C1)C[C@@H](CF)OC (S)-2-(1-(4-chloropyrimidin-5-yl)cyclopropane-1-carboxamido)-4-(((S)-3-fluoro-2-methoxypropyl)(4-(5,6,7,8-tetrahydro-1,8-naphthyridin-2-yl)butyl)amino)butanoic acid